4-[4-[2-(dimethylamino)-2-oxo-ethyl]phenyl]-1,4-diazepane-1-carboxylic acid tert-butyl ester C(C)(C)(C)OC(=O)N1CCN(CCC1)C1=CC=C(C=C1)CC(=O)N(C)C